7-Methoxy-4-((3-Methoxy-5-(1-methyl-1H-pyrazol-5-yl)phenyl)amino)quinoline-6-carboxamide COC1=C(C=C2C(=CC=NC2=C1)NC1=CC(=CC(=C1)C1=CC=NN1C)OC)C(=O)N